tri(2-butyl-phenyl)phosphine platinum [Pt].C(CCC)C1=C(C=CC=C1)P(C1=C(C=CC=C1)CCCC)C1=C(C=CC=C1)CCCC